CC1=NC=CC(=C1)CN1N=C2N([C@H](CCC2)C(=O)N2CCCC2)C1=O |r| (5RS)-2-[(2-Methylpyridin-4-yl)methyl]-5-(pyrrolidin-1-ylcarbonyl)-5,6,7,8-tetrahydro[1,2,4]triazolo[4,3-a]pyridin-3(2H)-one